6-(Azetidin-1-yl)-4-fluoro-N-(7-methoxyquinoline-8-sulfonyl)-1-benzofuran-2-carboxamide N1(CCC1)C1=CC2=C(C=C(O2)C(=O)NS(=O)(=O)C=2C(=CC=C3C=CC=NC23)OC)C(=C1)F